C(C1=CC=CC=C1)NC1(CCN(CC1)C(=O)OC(C)(C)C)C(F)(F)F tert-butyl 4-(benzylamino)-4-(trifluoromethyl)piperidine-1-carboxylate